C(C)(C)(C)C1=NN=C(O1)C(=O)NC1C2=C(CN(CC1)C[C@H](C)O)C=C(C=C2)C2=NC(=NC=C2)NC=2C=NN(C2)C 5-(tert-butyl)-N-(2-((S)-2-hydroxypropyl)-8-(2-((1-methyl-1H-pyrazol-4-yl)amino)pyrimidin-4-yl)-2,3,4,5-tetrahydro-1H-benzo[c]azepin-5-yl)-1,3,4-oxadiazole-2-carboxamide